BrC=1C=CC(=NC1OC)NS(=O)(=O)CCC(F)(F)F N-(5-bromo-6-methoxypyridin-2-yl)-3,3,3-trifluoropropane-1-sulfonamide